2-[6-amino-5-[(1R,5R)-9-[3-fluoro-5-(4-piperidyloxy)phenyl]-3-oxa-7,9-diazabicyclo[3.3.1]nonan-7-yl]pyridazin-3-yl]-6-fluoro-phenol NC1=C(C=C(N=N1)C1=C(C(=CC=C1)F)O)N1C[C@@H]2COC[C@@H](C1)N2C2=CC(=CC(=C2)OC2CCNCC2)F